(2S)-N-tert-butyl-3-[(tert-butyldimethylsilyl)oxy]-2-(6-{5-chloro-2-[(oxacyclohexan-4-yl)amino]pyrimidin-4-yl}-1-oxo-2,3-dihydro-1H-isoindol-2-yl)-N-methylpropanamide C(C)(C)(C)N(C([C@H](CO[Si](C)(C)C(C)(C)C)N1C(C2=CC(=CC=C2C1)C1=NC(=NC=C1Cl)NC1CCOCC1)=O)=O)C